2-[3-(3,4-difluorophenyl)-1H-pyrazol-4-yl]-7-(1-methyl-2,5-dihydropyrrol-3-yl)-1,5-naphthyridine FC=1C=C(C=CC1F)C1=NNC=C1C1=NC2=CC(=CN=C2C=C1)C=1CN(CC1)C